ClC1=CC=C(C=C1)C=1N=C2N(C=CC=C2)C1 2-(4-chlorophenyl)imidazo[1,2-a]pyridin